(2S,5R,6S)-4-((1R)-1-(aminomethyl)butyl)-5,6-bis(4-chlorophenyl)-2-(4-fluorobenzyl)-3-morpholinone NC[C@@H](CCC)N1C([C@@H](O[C@H]([C@H]1C1=CC=C(C=C1)Cl)C1=CC=C(C=C1)Cl)CC1=CC=C(C=C1)F)=O